NN1C(N(C2=C1C=CC(=C2)Br)C)=O 1-amino-5-bromo-3-methyl-1,3-dihydro-2H-benzimidazol-2-one